C(C)OC1=C(C=C2CN(C(C2=C1)=O)C1C(NC(CC1)=O)=O)C 3-(6-ethoxy-5-methyl-1-oxoisoindolin-2-yl)piperidine-2,6-dione